4-(6-chloroindolin-1-yl)-6-[6-(4H-1,2,4-triazol-3-yl)-3-pyridyl]quinazoline ClC1=CC=C2CCN(C2=C1)C1=NC=NC2=CC=C(C=C12)C=1C=NC(=CC1)C1=NN=CN1